1,7-dodecanediol C(CCCCCC(CCCCC)O)O